4-(4-chloro-2-fluoro-phenyl)-7-methyl-2-[(2S,4R)-2-(1-cyclopropylpyrazol-4-yl)tetrahydropyran-4-yl]pteridine ClC1=CC(=C(C=C1)C1=NC(=NC2=NC(=CN=C12)C)[C@H]1C[C@H](OCC1)C=1C=NN(C1)C1CC1)F